anti-benzopyran O1CC=CC2=C1C=CC=C2